7-Hydroxy-3,7-dimethyloctanal OC(CCCC(CC=O)C)(C)C